C1(CC1)C(=O)NC=1SC2=C(C1C(NCC1CC1)=O)C[C@H](CC2)NC(OC(C)(C)C)=O tert-Butyl N-[(5S)-2-(cyclopropanecarbonylamino)-3-(cyclopropylmethylcarbamoyl)-4,5,6,7-tetrahydrobenzothiophen-5-yl]carbamate